Ethyl 3-cyclopropyl-1-((3-fluorobicyclo[1.1.1]pentan-1-yl)methyl)-4-(trifluoromethyl)-1H-pyrazole-5-carboxylate C1(CC1)C1=NN(C(=C1C(F)(F)F)C(=O)OCC)CC12CC(C1)(C2)F